(2-(4,6-diphenylpyrimidin-2-yl)phenyl)boronic acid C1(=CC=CC=C1)C1=NC(=NC(=C1)C1=CC=CC=C1)C1=C(C=CC=C1)B(O)O